7-oxo-4,7-dihydropyrazolo[1,5-a]pyrimidine-6-carboxylic acid O=C1C(=CNC=2N1N=CC2)C(=O)O